CC(CC/C=C(\\C)/C=O)/C=C/O The molecule is an alpha,beta-unsaturated aldehyde that is octa-2,7-dienal which is substituted by a hydroxy group at position 8, methyl groups at positions 2 and 6, and in which both double bonds have E configuration. It is an enol, an alpha,beta-unsaturated aldehyde and a terpenoid.